CN1N=C2C=C(C=CC2=C1C)CNC1=NC(=NC=C1)NC=1C(=C(C=CC1)S(=O)(=O)N)C [4-[(2,3-dimethyl-2H-indazol-6-yl)methylamino]-2-pyrimidinyl]amino-2-methyl-benzenesulfonamide